CC1(CCC(CC1)C1=CC2=C(N=C(N=C2CN2CCS(CC2)(=O)=O)C)S1)C 6-(4,4-Dimethylcyclohexyl)-4-[(1,1-dioxo-1λ6-thiomorpholin-4-yl)methyl]-2-methylthieno[2,3-d]pyrimidine